amino-1H-imidazo[4,5-b]pyridine NN1C=NC2=NC=CC=C21